Cl.NCC[C@H](C(=O)O)NC([C@H](C(C)C)NC(C(C)(C)C1=CC=C(C=C1)Cl)=O)=O (R)-4-amino-2-((S)-2-(2-(4-chlorophenyl)-2-methylpropanamido)-3-methylbutanamido)butanoate hydrochloride salt